(S)-5-(3-fluoro-4-(2-methylpyrrolidine-1-yl)phenyl)-1,3,4-thiadiazole-2-amine FC=1C=C(C=CC1N1[C@H](CCC1)C)C1=NN=C(S1)N